CN1CCC(CC1)(C(=O)OC1C(C(CC1)CC(=O)OC(CCCCCCCCC1C(C1)CCCCCCCC)CCCCCCCCC1C(C1)CCCCCCCC)C\C=C/CC)C (Z)-3-(2-((1,17-bis(2-octylcyclopropyl)heptadecan-9-yl)oxy)-2-oxoethyl)-2-(pent-2-en-1-yl)cyclopentyl 1,4-dimethylpiperidine-4-carboxylate